C(C)OC(=O)N1C(C2(C1)CN(CC2)C2CCC(CC2)C(=O)OCC)C(C)(C)C tert-butyl-6-(4-(ethoxycarbonyl)cyclohexyl)-2,6-diazaspiro[3.4]octane-2-carboxylic acid ethyl ester